O[C@@H]1C[C@H](N(C1)C(=O)[C@@H](NC(COCCOCCOCC(=O)OC)=O)C(C)(C)C)C(NCC1=CC=C(C=C1)C1=C(N=CS1)C)=O (S)-methyl 13-((2S,4R)-4-hydroxy-2-((4-(4-methylthiazol-5-yl)benzyl)carbamoyl) pyrrolidine-1-carbonyl)-14,14-dimethyl-11-oxo-3,6,9-trioxa-12-azapentadecan-1-oate